C(C1=CC=CC=C1)C1(CN(CC1)S(=O)(=O)C=1C=NN(C1)CC(C)C)C=1C=C2C=NN(C2=CC1C)C=1C=CC(N(C1)C)=O 5-(5-(3-benzyl-1-((1-isobutyl-1H-pyrazol-4-yl)sulfonyl)pyrrolidin-3-yl)-6-methyl-1H-indazol-1-yl)-1-methylpyridin-2(1H)-one